tert-butyl N-[5-(1-ethoxyethenyl)-1-(pyridin-3-yl)-1H-pyrazol-4-yl]carbamate C(C)OC(=C)C1=C(C=NN1C=1C=NC=CC1)NC(OC(C)(C)C)=O